3-carbamoyl-4-phenylpiperidine-1-carboxylic acid tert-butyl ester C(C)(C)(C)OC(=O)N1CC(C(CC1)C1=CC=CC=C1)C(N)=O